N-(2,5-dichloro-4-pyridinyl)thiophenylmethanamide ClC1=NC=C(C(=C1)SN(C=O)C1=CC=CC=C1)Cl